N-(5-amino-2-methylpyridin-3-yl)-2-(1-methyl-1H-indazol-4-yl)pyrazolo[5,1-b]Thiazole-7-carboxamide hydrochloride Cl.NC=1C=C(C(=NC1)C)NC(=O)C=1C=NN2C1SC(=C2)C2=C1C=NN(C1=CC=C2)C